Trimethyl-[3-(trimethoxysilyl)propyl]ammonium chloride [Cl-].C[N+](CCC[Si](OC)(OC)OC)(C)C